C(C)(C)(C)OC(=O)N1C[C@H]([C@@H](CC1)N)F.CC1=NOC(=C1C1=CC2=C(N(C(=N2)[C@@H]2CCC(N2)=O)C2CCC(CC2)(C)O)C=C1)C |o1:9,10| (S)-5-(5-(3,5-dimethylisoxazol-4-yl)-1-((1S,4R)-4-hydroxy-4-methylcyclohexyl)-1H-benzo[d]imidazol-2-yl)pyrrolidin-2-one rel-tert-butyl-(3R,4R)-4-amino-3-fluoropiperidine-1-carboxylate